(5RS,6RS)-2,6,10,10-TETRAMETHYL-1-OXASPIRO[4.5]DECAN-6-OL CC1O[C@@]2(CC1)[C@@](CCCC2(C)C)(O)C |r|